N=1NC=CCC1 2,5-dihydropyridazine